O(S(=O)(=O)C(F)(F)F)C1=NN2C(C=C(C=C2)OC)=C1 5-Methoxypyrazolo[1,5-a]pyridin-2-yl triflate